ClC=1NC2=CC=CC=C2C1 2-chloroindole